C(C)(C)(C)OC(NC1=CC(=C(C(=C1)OC)C)OC)=O (3,5-dimethoxy-4-methylphenyl)carbamic acid tert-butyl ester